3-pentadienyl-tricarbonyl-ruthenium C=CC(=CC)[Ru](=C=O)(=C=O)=C=O